3-hydroxy-4-(8-(piperidin-3-ylamino)pyrido[2,3-d]pyridazin-5-yl)benzonitrile OC=1C=C(C#N)C=CC1C1=C2C(=C(N=N1)NC1CNCCC1)N=CC=C2